1-(2-(1-aminoethyl)-6-cyclopropylimidazo[1,2-a]pyridin-8-yl)-3-methylimidazolidine-2,4-dione NC(C)C=1N=C2N(C=C(C=C2N2C(N(C(C2)=O)C)=O)C2CC2)C1